3-Methyl-2-(1-methylcyclopropyl)-6,7-dihydro-5H-cyclopenta[b]pyridin-4-amine CC=1C(=C2C(=NC1C1(CC1)C)CCC2)N